FC1(CCN(CCC1)C1=NC(=C(C=C1C=1NC(=C(C(C1C(=O)N)=O)C)C)C)C(F)(F)F)F 2-[2-(4,4-Difluoroazepan-1-yl)-5-methyl-6-(trifluoromethyl)-3-pyridinyl]-5,6-dimethyl-4-oxo-1H-pyridine-3-carboxamide